FCC(C(C(O)(F)F)(F)F)(F)F heptafluoro-n-butanol